bis-(1,2,2,6,6-pentamethylpiperidin-4-yl) p-methoxybenzylidenemalonate COC1=CC=C(C=C(C(=O)OC2CC(N(C(C2)(C)C)C)(C)C)C(=O)OC2CC(N(C(C2)(C)C)C)(C)C)C=C1